4-((1-(3-(8-fluoro-5-methyl-1-oxo-1,2-dihydroisoquinolin-3-yl)propanoyl)piperidin-4-yl)oxy)benzonitrile FC=1C=CC(=C2C=C(NC(C12)=O)CCC(=O)N1CCC(CC1)OC1=CC=C(C#N)C=C1)C